(2S,3R,4R,5S)-3,4,5-tris(benzyloxy)-2-((benzyloxy)methyl)-1-(3-cyclohexylpropyl)piperidine C(C1=CC=CC=C1)O[C@@H]1[C@@H](N(C[C@@H]([C@H]1OCC1=CC=CC=C1)OCC1=CC=CC=C1)CCCC1CCCCC1)COCC1=CC=CC=C1